FC(OC=1C=C(C=CC1)NC1=NC=C(C(=N1)NNC1=C(C=CC=C1)P(=O)(OC)OC)Cl)(F)F N2-[3-(Trifluoromethoxy)phenyl]-5-chloro-N4-(2-dimethylphosphonoanilino)pyrimidine-2,4-diamine